(S)-N,N,3-Trimethylpyrrolidin-3-amine hydrochloride Cl.CN([C@@]1(CNCC1)C)C